[Si](OOC(CCCCCCC)CC(C)C)([O-])([O-])[O-] hexyl(4-methyl-2-pentoxy) silicate